2-amino-4-(5-bromo-3-(1-cyano-2-(5-cyano-2-methoxyphenyl)vinyl)-1H-indol-1-yl)-4-oxobutanoic acid benzyl ester C(C1=CC=CC=C1)OC(C(CC(=O)N1C=C(C2=CC(=CC=C12)Br)C(=CC1=C(C=CC(=C1)C#N)OC)C#N)N)=O